4-chloro-6-cyclopentyl-1-isopropyl-1H-pyrazolo[3,4-d]pyrimidine ClC1=C2C(=NC(=N1)C1CCCC1)N(N=C2)C(C)C